ethyl 3-[1-methyl-4-(5-methyl-2-thienyl) pyrazol-3-yl]-3-oxo-propionate CN1N=C(C(=C1)C=1SC(=CC1)C)C(CC(=O)OCC)=O